4-((3-(4-(((1S,4S)-4-(2-oxa-7-azaspiro[3.5]nonan-7-yl)cyclohexyl)amino)-1-(2,2,2-trifluoroethyl)-1H-indol-2-yl)prop-2-yn-1-yl)amino)-3-methoxybenzene-sulfonamide C1OCC12CCN(CC2)C2CCC(CC2)NC2=C1C=C(N(C1=CC=C2)CC(F)(F)F)C#CCNC2=C(C=C(C=C2)S(=O)(=O)N)OC